C1CC[Te]OC1 telluroxane